IC=1C(NC(C1C1=CC=C(C=C1)C(F)(F)F)=O)=O 3-iodo-4-(4-(trifluoromethyl)phenyl)-1H-pyrrole-2,5-dione